tertButylperoxycarbonate C(C)(C)(C)OC(=O)O[O-]